[I-].FC=1C=C(/C=C/C2=[N+](C=CC(=C2)C)C)C=C(C1OC)F (E)-2-(3,5-Difluoro-4-methoxystyryl)-1,4-dimethylpyridinium iodide